(6-(4-isopropyl-4H-1,2,4-triazol-3-yl)pyridin-2-yl)-4-(4-(trifluoromethyl)-1H-imidazol-1-yl)benzofuran-2-carboxamide nitrogen [N].C(C)(C)N1C(=NN=C1)C1=CC=CC(=N1)C1=C(OC2=C1C(=CC=C2)N2C=NC(=C2)C(F)(F)F)C(=O)N